2-(2-fluoro-3-(1-(2-(2-fluoro-5-((6-fluoro-4-(methylsulfonyl)-1H-indol-5-yl)oxy)phenyl)-1H-imidazol-4-yl)ethyl)phenyl)acetic acid FC1=C(C=CC=C1C(C)C=1N=C(NC1)C1=C(C=CC(=C1)OC=1C(=C2C=CNC2=CC1F)S(=O)(=O)C)F)CC(=O)O